(S)-1'-(5-((3-chloro-2-(3-methoxyazetidin-1-yl)pyridin-4-yl)thio)-1H-imidazo[4,5-b]pyrazin-2-yl)-1,3-dihydrospiro[indene-2,4'-piperidin]-1-amine ClC=1C(=NC=CC1SC=1N=C2C(=NC1)NC(=N2)N2CCC1(CC2)[C@@H](C2=CC=CC=C2C1)N)N1CC(C1)OC